FC1(CCN(CC1)C1=CC=CC(=N1)C=1C=NN(C1)C1=C(C=C(C=C1)NS(=O)(=O)C)N1CCC2(CC2)CC1)F N-(4-(4-(6-(4,4-difluoropiperidin-1-yl)pyridin-2-yl)-1H-pyrazol-1-yl)-3-(6-azaspiro[2.5]octan-6-yl)phenyl)methanesulfonamide